N-phenyl-carbamic acid (dinonylphenyl) ester C(CCCCCCCC)C=1C(=C(C=CC1)OC(NC1=CC=CC=C1)=O)CCCCCCCCC